O1C(OC(OC1C(=O)O)C(=O)O)C(=O)O 1,3,5-trioxane-2,4,6-tricarboxylic acid